FC1=CC=C(C=C1)C1=CC=2C(=NC=C(C2)C2=CC=C(O2)C(=O)NCC(F)(F)F)N1 5-(2-(4-fluorophenyl)-1H-pyrrolo-[2,3-b]pyridin-5-yl)-N-(2,2,2-trifluoroethyl)furan-2-carboxamide